3-methyl-2-[6-[rac-(4aR,7aR)-6-ethyl-2,3,4a,5,7,7a-hexahydropyrrolo[3,4-b][1,4]oxazin-4-yl]pyridazin-3-yl]-5-(trifluoromethyl)phenol CC=1C(=C(C=C(C1)C(F)(F)F)O)C=1N=NC(=CC1)N1[C@H]2[C@H](OCC1)CN(C2)CC |r|